4-(Benzo[d][1,3]dioxol-5-yl)-6-methyl-1-tosyl-1,6-dihydro-7H-pyrrolo[2,3-c]pyridin-7-one O1COC2=C1C=CC(=C2)C=2C1=C(C(N(C2)C)=O)N(C=C1)S(=O)(=O)C1=CC=C(C)C=C1